NCCCN1C2=CC=C(C=C2C=2C=CC(=CC12)NC1=CC(=C(C=C1)Cl)Cl)Cl 9-(3-Aminopropyl)-6-chloro-N-(3,4-dichlorophenyl)-9H-carbazol-2-amine